C(C)S(=O)(=O)C=1C(=NC=C(C1)C(F)(F)F)NC(OC(C)(C)C)=O tert-butyl N-[3-ethylsulfonyl-5-(trifluoromethyl)-2-pyridyl]carbamate